N-ethyl-leucine methyl-7-(((1-methylcyclobutyl)amino)methyl)-[1,2,4]triazolo[1,5-a]pyridine-5-carboxylate CC1=NN2C(C=C(C=C2C(=O)O)CNC2(CCC2)C)=N1.C(C)N[C@@H](CC(C)C)C(=O)O